C(C1=CC=CC=C1)OC(=O)N1CCC(CC1)(O)C#CC=1CCN(CC1)C(=O)OC(C)(C)C tert-butyl 4-[2-(1-benzyloxycarbonyl-4-hydroxy-4-piperidyl)ethynyl]-3,6-dihydro-2H-pyridine-1-carboxylate